Propan-2-yl 2-[4-[(E)-3-(4-chloro-2-hydroxyphenyl)-3-oxoprop-1-enyl]phenoxy]-2-methylpropanoate ClC1=CC(=C(C=C1)C(/C=C/C1=CC=C(OC(C(=O)OC(C)C)(C)C)C=C1)=O)O